[Mg].[Ca].[Zn] zinc-calcium magnesium